3-({[(1R)-6-(2,4-difluorophenoxy)-1,2,3,4-tetrahydronaphthalen-1-yl]methyl}amino)pyridine-4-carboxylic acid FC1=C(OC=2C=C3CCC[C@H](C3=CC2)CNC=2C=NC=CC2C(=O)O)C=CC(=C1)F